C1(=CC=CC=C1)C1N=C(OC1C1=CC=CC=C1)C1=CC(=CC=C1)OC 4,5-diphenyl-2-(3-methoxyphenyl)-4,5-dihydrooxazole